NC([C@H]([C@@H]1C2=CC=C(C=C2OCC12CC2)F)NC(=O)C2=CC=NN2CC)=O N-((S)-2-amino-1-((S)-7-fluorospiro[chromane-3,1'-cyclopropan]-4-yl)-2-oxoethyl)-1-ethyl-1H-pyrazole-5-carboxamide